1-(5-((1-(benzylsulfonyl)piperidin-4-yl)methyl)pyrazolo[1,5-a]pyridin-3-yl)dihydropyrimidine-2,4(1H,3H)-dione C(C1=CC=CC=C1)S(=O)(=O)N1CCC(CC1)CC1=CC=2N(C=C1)N=CC2N2C(NC(CC2)=O)=O